NC1=NC(=C2N=CN(C2=N1)COCCO)OCC 2-((2-amino-6-ethoxy-9H-purin-9-yl)methoxy)ethanol